(S)-2-((S)-5-chloro-6-fluoro-2-phenyl-2-((S)-pyrrolidin-2-yl)-2,3-dihydrobenzofuran-4-yl)-3-fluoro-4-((1R,2S)-2-hydroxycyclobutoxy)-N-((R)-tetrahydrofuran-3-yl)benzamide ClC=1C(=CC2=C(C[C@@](O2)([C@H]2NCCC2)C2=CC=CC=C2)C1C1=C(C(=O)N[C@H]2COCC2)C=CC(=C1F)O[C@H]1[C@H](CC1)O)F